5-chloro-2-methyl-3-(1-(trifluoromethyl)-1H-pyrazol-4-yl)-2H-pyrazolo[4,3-b]pyridine ClC=1C=CC=2C(N1)=C(N(N2)C)C=2C=NN(C2)C(F)(F)F